4-((3-chloro-4-fluorophenyl)amino)-7-chloro-1H-indole-2-carboxylic acid ClC=1C=C(C=CC1F)NC1=C2C=C(NC2=C(C=C1)Cl)C(=O)O